C(C)(C)(C)OC(=O)N1N=C(C=2C1=NC=C(C2)Br)C 5-bromo-3-methyl-1H-pyrazolo[3,4-b]pyridine-1-carboxylic acid tert-butyl ester